6-(4-(2-(4-((1r,3r)-3-((tert-butoxycarbonyl)amino)cyclobutoxy)phenyl)propane-2-yl)phenoxy)nicotinic acid C(C)(C)(C)OC(=O)NC1CC(C1)OC1=CC=C(C=C1)C(C)(C)C1=CC=C(OC2=NC=C(C(=O)O)C=C2)C=C1